C(C1=CC=CC=C1)OC1=CC(=C(C2=CC=CC=C12)C(=O)OCC)C ethyl 4-(benzyloxy)-2-methyl-1-naphthoate